(R)-6-bromo-2-cyclopropyl-N-(1-(3-trifluoromethylphenyl)ethyl)quinazolin-4-amine BrC=1C=C2C(=NC(=NC2=CC1)C1CC1)N[C@H](C)C1=CC(=CC=C1)C(F)(F)F